(2-amino-3-(3-((6-((5-cyanobenzyl)oxy)pyridin-3-yl)methyl)isoxazol-5-yl)pyridin-1-ium-1-yl)methyl hydrogen phosphate P(=O)(OC[N+]1=C(C(=CC=C1)C1=CC(=NO1)CC=1C=NC(=CC1)OCC1=CC=CC(=C1)C#N)N)(O)[O-]